FC=1C=C2C(=NC1)CN(C2)C(=O)NC2=CC=C(C=C2)C2CCN(CC2)S(=O)(=O)NC(OC(C)(C)C)=O tert-butyl N-[[4-[4-[(3-fluoro-5,7-dihydropyrrolo[3,4-b]pyridine-6-carbonyl)amino]phenyl]-1-piperidyl]sulfonyl]carbamate